(4S)-7-(3,5-dimethylisoxazol-4-yl)-2-[1-(methylsulfonyl)pyrrolidin-3-yl]-4-pyridin-2-yl-4,5-dihydroimidazo[1,5,4-de][1,4]benzoxazine CC1=NOC(=C1C1=CC=C2C=3N([C@H](COC31)C3=NC=CC=C3)C(=N2)C2CN(CC2)S(=O)(=O)C)C